tert-butyl 4-(4-(4-(1-(2,6-dioxopiperidin-3-yl)-3-methyl-2-oxo-2,3-dihydro-1H-benzo[d]imidazol-5-yl)piperazin-1-yl)piperidin-1-yl)-3,3-difluoro-3,6-dihydropyridine-1(2H)-carboxylate O=C1NC(CCC1N1C(N(C2=C1C=CC(=C2)N2CCN(CC2)C2CCN(CC2)C=2C(CN(CC2)C(=O)OC(C)(C)C)(F)F)C)=O)=O